NC1=NC=C(C2=C1COC2)NC(C(=O)N2C(CCC(C2)C)C2=CC=C1C=NN(C1=C2)C)=O N-(4-amino-1,3-dihydro-furo[3,4-c]pyridin-7-yl)-2-(5-methyl-2-(1-methyl-1H-indazol-6-yl)piperidin-1-yl)-2-oxoacetamide